CS(=O)(=O)C=1C=CC2=C(NC(CO2)=O)C1 6-(methylsulfonyl)-2H-1,4-benzoxazin-3(4H)-one